5-(4-bromo-2,6-dichloro-phenoxy)-2-[(4-methoxyphenyl)methoxy]benzenesulfonamide BrC1=CC(=C(OC=2C=CC(=C(C2)S(=O)(=O)N)OCC2=CC=C(C=C2)OC)C(=C1)Cl)Cl